FC(S(=O)(=O)ON1C(=O)C2C3C=CC(C2C1=O)C3)(F)F N-(trifluoromethylsulfonyl-oxy)-5-norbornene-2,3-dicarboximide